C1(=CC=CC=C1)C(CCC1OC(OC1)C(C)CCCCCCCCC)=O (±)-1-phenyl-3-(2-(undecan-2-yl)-1,3-dioxolan-4-yl)propan-1-one